OC(CNC(C1=CN=CC=C1N1C2=C(OCC1)C=NC(=C2)C2=NC(=CC=C2)C)=O)C N-(2-hydroxypropyl)-4-(7-(6-methylpyridin-2-yl)-2,3-dihydro-1H-pyrido[3,4-b][1,4]oxazin-1-yl)nicotinamide